Cl.O1CCOCC1 Dioxan-HCl